8-(7-(difluoromethyl)-6-(1-methyl-1H-pyrazol-4-yl)-3,4-dihydroquinolin-1(2H)-yl)-6-(1,4-dioxaspiro[4.5]dec-7-ene-8-yl)-3,4-dihydroisoquinoline-2(1H)-carboxylic acid tert-butyl ester C(C)(C)(C)OC(=O)N1CC2=C(C=C(C=C2CC1)C1=CCC2(OCCO2)CC1)N1CCCC2=CC(=C(C=C12)C(F)F)C=1C=NN(C1)C